C(=O)(OCC1C2=CC=CC=C2C2=CC=CC=C12)N[C@H](C(=O)O)CC L-2-(Fmoc-amino)butyric acid